3-chloro-7-(2-((3aS,4R,6aR)-2,2-dimethyl-4-(4-(1-methyl-1H-pyrazol-4-yl)-7H-pyrrolo[2,3-d]pyrimidin-7-yl)-3a,6a-dihydro-4H-cyclopenta[d][1,3]dioxol-6-yl)ethyl)-5-fluoroquinolin-2-amine ClC=1C(=NC2=CC(=CC(=C2C1)F)CCC1=C[C@H]([C@H]2[C@@H]1OC(O2)(C)C)N2C=CC1=C2N=CN=C1C=1C=NN(C1)C)N